OCCOC=1C=C(C#N)C=CC1OCCO 3,4-bis(2-hydroxyethoxy)benzonitrile